FC1=C(COC=2C(=CC(=C(C2)N2C=C(C3=CC=CC=C23)C(=O)OC)F)OC)C(=CC=C1F)OC methyl 1-(5-((2,3-difluoro-6-methoxybenzyl) oxy)-2-fluoro-4-methoxyphenyl)-1H-indole-3-carboxylate